nonyl (ethylphenyl) carbonate C(OCCCCCCCCC)(OC1=C(C=CC=C1)CC)=O